CC(C)=CCCC(C)=CC=O citral